FCCCN1CC(CC1)N 1-(3-fluoropropyl)pyrrolidine-3-amine